[Br-].NC=1C=CC2=C3C=CC(=CC3=C([N+](=C2C1)CC1=CC=C(C=C1)C(=O)O)C1=CC=CC=C1)N 3,8-diamino-5-(4-carboxybenzyl)-6-phenylphenanthridine-5-ium bromide